C(C)SC=1C=C(C=NC1C1=NC2=C(C=NC(=C2)C(F)(F)F)N1C)CC#N 2-[5-ethylsulfanyl-6-[3-methyl-6-(trifluoromethyl)imidazo-[4,5-c]pyridin-2-yl]-3-pyridyl]acetonitrile